[Na].C(CCCC)C1=CC=C(C=C1)O 4-Pentylphenol sodium salt